3-bromo-1,2,4-thiadiazole-5-carboxylic acid hydrazide BrC1=NSC(=N1)C(=O)NN